2-amino-3-(4-(aminoglycyl)phenyl)propanoic acid NC(C(=O)O)CC1=CC=C(C=C1)C(CNN)=O